CN([C@@H](CC1=C(C=C(C(=O)NC)C=C1F)F)CNC(C[C@@H](C1(CC1)C(F)(F)F)C=1C=NC(=NC1)C)=O)C 4-((S)-2-(dimethylamino)-3-((R)-3-(2-methylpyrimidin-5-yl)-3-(1-(trifluoromethyl)cyclopropyl)propanamido)propyl)-3,5-difluoro-N-methylbenzamide